C(CCCCCCCC)(=O)O.[Ag] silver nonanoic acid